N1C(=CC2=CC(=CC=C12)C(=O)OC)C(=O)OC dimethyl 1H-indole-2,5-dicarboxylate